O=CC1=COC2C=C(C3C=CC(C4C=CC=CC=4)=CC=3)C=CC=2C1=O formylchromone